(S)-(2,3,4,5,6-pentafluoro-phenoxy)-(p-fluorophenoxy)-phosphoramide FC1=C(ON(P(=O)(N)N)OC2=CC=C(C=C2)F)C(=C(C(=C1F)F)F)F